O1CCN(CC1)C=1C2=C(N=CN1)NC(=C2)C2=CC=C(C=C2)NC(C2=NC=CC(=C2)CCN2CCNCC2)=O N-(4-(4-morpholino-7H-pyrrolo[2,3-d]pyrimidin-6-yl)phenyl)-4-(2-(piperazin-1-yl)ethyl)picolinamide